lithium lanthanum lithium [Li].[La].[Li]